CC=1C=C2C(=CC(=C(C2=CC1)OC(C=C)=O)Cl)OC(=O)OC 6-methyl-2-chloro-4-methoxycarbonyloxy-1-acryloyloxynaphthalene